NC1=C(C=C(C(=C1)OC(F)(F)F)N)OC(F)(F)F 1,4-diamino-2,5-bis(trifluoromethoxy)benzene